(4-(1-(tert-butyl)-1H-1,2,4-triazol-3-yl)-3-methoxyphenyl)(4-(5-methyloxazolo[4,5-b]pyridin-2-yl)piperazin-1-yl)methanone C(C)(C)(C)N1N=C(N=C1)C1=C(C=C(C=C1)C(=O)N1CCN(CC1)C=1OC=2C(=NC(=CC2)C)N1)OC